MethyloxySerin CON[C@@H](CO)C(=O)O